FC=1C=C(C=C(C1O)F)C(CN1C[C@@H]2[C@](C1)(C[C@H](C2)OC2=C(C=C(C=C2)F)F)O)=O 1-(3,5-difluoro-4-hydroxyphenyl)-2-((3aS,5S,6aR)-5-(2,4-difluorophenoxy)-3a-hydroxyhexahydrocyclopenta[c]pyrrol-2(1H)-yl)ethan-1-one